C(N)(=O)C12CCC(CC1)(CC2)NC(OC(C)(C)C)=O tert-butyl (4-carbamoylbicyclo[2.2.2]octan-1-yl)carbamate